1-(3-bromopropoxy)-4-methylbenzene BrCCCOC1=CC=C(C=C1)C